CNC1=NC(=NC=C1CNC1C2CN(C(C1)C2)C(=O)OC(C)(C)C)SC tert-butyl 5-[[4-(methylamino)-2-methylsulfanyl-pyrimidin-5-yl] methylamino]-2-azabicyclo[2.2.1]heptane-2-carboxylate